[Si](C)(C)(C)OS(=O)(=O)C(F)(F)F TMS-triflate